4-(6-(4-(4-(methylthio)benzyl)piperazin-1-yl)pyridin-3-yl)-6-(1-(difluoromethyl)-1H-pyrazol-4-yl)pyrazolo[1,5-a]pyridine-3-carbonitrile CSC1=CC=C(CN2CCN(CC2)C2=CC=C(C=N2)C=2C=3N(C=C(C2)C=2C=NN(C2)C(F)F)N=CC3C#N)C=C1